1-(4-(Cyclopropylmethoxy)phenyl)-N-(3-ethylphenyl)-3-methyl-5-oxo-4,5-dihydro-1H-pyrazole-4-carboxamide C1(CC1)COC1=CC=C(C=C1)N1N=C(C(C1=O)C(=O)NC1=CC(=CC=C1)CC)C